C(C)(C)(C)OC(=O)N(CCN(C(OC(C)(C)C)=O)C(C(NC1=CC=C(C=C1)C=1C=NN(C1)C1OCCCC1)=O)C1=CC(=CC=C1)OC)C tert-butyl (2-((tert-butoxycarbonyl)(methyl)amino)ethyl)-(1-(3-methoxyphenyl)-2-oxo-2-((4-(1-(tetrahydro-2H-pyran-2-yl)-1H-pyrazol-4-yl)phenyl)amino)ethyl)carbamate